C1(CC1)OC=1C(=CC2=CN(N=C2C1)C1CCC(CC1)NC(CC)=O)C(=O)NC=1C=NN2C1N=CC=C2 6-cyclopropoxy-2-((1s,4s)-4-(N-methylacetylamino)cyclohexyl)-N-(pyrazolo[1,5-a]pyrimidin-3-yl)-2H-indazole-5-carboxamide